nonyl 8-{[7-(10-fluoro-2-hexyldecyloxycarbonyl)heptyl](2-hydroxyethyl)amino}-2-methyloctanoate FCCCCCCCCC(COC(=O)CCCCCCCN(CCCCCCC(C(=O)OCCCCCCCCC)C)CCO)CCCCCC